dimethyl-phenyl-p-phenylenediamine CN(C)C1=CC=C(C=C1)NC2=CC=CC=C2